2-hydroxyethyl (2-ethylhexyl) terephthalate C(C1=CC=C(C(=O)OCC(CCCC)CC)C=C1)(=O)OCCO